6-((1R,2R)-2-(4-Cyano-1H-pyrazol-1-yl)cyclobutyl)-4-oxo-1-((R)-1-(tetrahydro-2H-pyran-4-yl)ethyl)-4,5-dihydro-1H-pyrazolo[3,4-d]pyrimidin-3-carbonitril C(#N)C=1C=NN(C1)[C@H]1[C@@H](CC1)C=1NC(C2=C(N1)N(N=C2C#N)[C@H](C)C2CCOCC2)=O